ClCCCCC=1NC2=CC=C(C=C2C1)C#N (4-chlorobutyl)indole-5-carbonitrile